NCCC=1C=NC(=NC1)C1=C(C=C(C#N)C=C1)OC=1C=NC(=CC1)N1CCCC1 4-[5-(2-aminoethyl)pyrimidin-2-yl]-3-(6-pyrrolidin-1-ylpyridin-3-yl)oxybenzonitrile